3-Acetoxy-2-oxo-1-(1-(phenylsulfonyl)-1H-indol-5-yl)pyrrolidine-3-carboxylic acid C(C)(=O)OC1(C(N(CC1)C=1C=C2C=CN(C2=CC1)S(=O)(=O)C1=CC=CC=C1)=O)C(=O)O